(R)-(+)-2-methyl-2-propanesulfenamide CC(C)(C)SN